C1(CC1)N1[C@@H]([C@@H](N(CC1)C1=NC(=NC=C1)C1=CN=C2N1C=C(C=C2)C(F)(F)F)C)[C@H](C)NS(=O)(=O)C N-((S)-1-((2S,3S)-1-cyclopropyl-3-methyl-4-(2-(6-(trifluoromethyl)imidazo[1,2-a]pyridin-3-yl)pyrimidin-4-yl)piperazin-2-yl)ethyl)methanesulfonamide